O=C1NC(CCC1N1C(C2=CC=C(C=C2C1=O)N1CC(C1)N1CCC(CC1)CC(=O)O)=O)=O 2-[1-[1-[2-(2,6-dioxo-3-piperidinyl)-1,3-dioxoisoindol-5-yl]azetidin-3-yl]-4-piperidinyl]acetic acid